[K+].C(\C=C\C=CC)(=O)[O-] trans-2,4-hexadienoic acid potassium salt